2-((2s,4s)-2-(aminomethyl)-5-chloro-6-fluoro-2-phenyl-2,3-dihydrobenzofuran-4-yl)-3-fluoro-4-((methylsulfonyl)methoxy)benzamide NC[C@@]1(OC2=C(C1)C(=C(C(=C2)F)Cl)C2=C(C(=O)N)C=CC(=C2F)OCS(=O)(=O)C)C2=CC=CC=C2